5,9-diiodo-7,7-diphenyl-7H-benzo[C]fluorene IC1=CC=2C(C=3C=C(C=CC3C2C2=C1C=CC=C2)I)(C2=CC=CC=C2)C2=CC=CC=C2